5-(2-(6-chlorobenzo[d]thiazol-2-yl)ethyl)-2-methoxyphenol ClC1=CC2=C(N=C(S2)CCC=2C=CC(=C(C2)O)OC)C=C1